P(O)(O)=O.C1(=CC=CC=C1)C=1C(=C(C(=O)[Na])C(=CC1C)C)C phenyl-2,4,6-trimethylbenzoyl-sodium phosphonate